5-fluoro-N2-(4-methoxybenzyl)-3-nitropyridine-2,4-diamine FC=1C(=C(C(=NC1)NCC1=CC=C(C=C1)OC)[N+](=O)[O-])N